NN1CC=C(C=C1)N 1,4-diaminopyridine